C(C)(C)(C)C1=CC(=C(C=2C(=C(OC21)C2=C(C=C(C=C2)OC)OC)C(=O)OCC)C([2H])([2H])N2C(CCCC2([2H])[2H])([2H])[2H])O ethyl 7-(tert-butyl)-2-(2,4-dimethoxyphenyl)-5-hydroxy-4-((piperidin-1-yl-2,2,6,6-d4)methyl-d2)benzofuran-3-carboxylate